Diethyl ((3,3-dimethoxy-6-oxocyclohexa-1,4-dien-1-yl)(phenyl)methyl)phosphonate COC1(C=C(C(C=C1)=O)C(C1=CC=CC=C1)P(OCC)(OCC)=O)OC